C(C)N(CC)C(CC)O N,N-di-ethylaminopropanol